FC1(OC2=C(O1)C=CC(=C2)N(C(=O)C=2C=C(C=CC2)N2N=C(C=1CCC[C@H](C21)OC=2C=CC(=NC2)C(=O)OC)C(F)(F)F)C)F |o1:26| (R) or (S)-Methyl 5-[[1-[3-[(2,2-difluoro-1,3-benzodioxol-5-yl)-methyl-carbamoyl]phenyl]-3-(trifluoromethyl)-4,5,6,7-tetrahydroindazol-7-yl]oxy]pyridine-2-carboxylate